C1(CCC(=O)OOS(=O)O1)=O 2-sulfinyloxy succinate